4-(1,1-difluoroethyl)benzyl (2,4-difluorobenzyl)(1-methylpiperidin-4-yl)carbamate FC1=C(CN(C(OCC2=CC=C(C=C2)C(C)(F)F)=O)C2CCN(CC2)C)C=CC(=C1)F